(S)-N-(5-(3-hydroxypyrrolidin-1-yl)-1-methyl-1H-indazol-6-yl)-4-methyl-2-(2-methylpyridin-4-yl)oxazole-5-carboxamide O[C@@H]1CN(CC1)C=1C=C2C=NN(C2=CC1NC(=O)C1=C(N=C(O1)C1=CC(=NC=C1)C)C)C